C1(=CCCC1)C=1N(C(C(=CN1)NCC1=CC2=C(OC3=C2C=CC=C3)C=C1)=O)CC(=O)OCCCC butyl 2-(2-(cyclopent-1-en-1-yl)-5-((dibenzo[b,d]furan-2-ylmethyl) amino)-6-oxopyrimidin-1(6H)-yl)acetate